C(C)(C)(C)OC(=O)OC(=O)OC(C)(C)C.BrC1=CC=C2C=CC(=CC2=C1)[C@@H]1N(C[C@H](CC1)C)C(=O)OC(C)(C)C (2R,5S)-tert-butyl 2-(7-bromonaphthalen-2-yl)-5-methylpiperidine-1-carboxylate Di-tert-butyl-dicarbonate